NC1=NC=CC(=C1Cl)SC=1N=C(C(=NC1)N1CCC2(CC1)[C@@H](C1=CC=CC=C1C2)N)C (S)-1'-(5-((2-amino-3-chloropyridin-4-yl)thio)-3-methylpyrazin-2-yl)-1,3-dihydrospiro[inden-2,4'-piperidin]-1-amine